2-(4-fluorophenyl)-7-[4-fluoro-2-(2,2,2-trifluoroethoxy)phenyl]-1,2-dihydro-3H-pyrrolo[3,4-c]pyridin-3-one FC1=CC=C(C=C1)N1C(C=2C=NC=C(C2C1)C1=C(C=C(C=C1)F)OCC(F)(F)F)=O